1,1'-oxybis(2-(2-hydroxyethoxy)ethane) O(CCOCCO)CCOCCO